(R)-4-methoxy-α-methylphenethylamine COC1=CC=C(C[C@@H](C)N)C=C1